C1(=CC=CC=C1)C1CC=CC2=CC=CC=C12 1-phenyl-1H-naphthalen